C(C)(C)(C)OC(=O)N1CC(C1)C1=NN(C(N1)=O)C1=CC=C(C=C1)OC.N1=C(C=CC=C1)C1=NC(=NN1)C1=CC(=CC=C1)C1=NNC(=N1)C1=NC=CC=C1 1,3-bis(5-(pyridin-2-yl)-1H-1,2,4-triazol-3-yl)benzene tert-butyl-3-(1-(4-methoxyphenyl)-5-oxo-4,5-dihydro-1H-1,2,4-triazol-3-yl)azetidine-1-carboxylate